NC1=C2C(=NC=N1)N(N=C2C2=CC=C(C=C2)OC2=CC=CC=C2)C2CCN(CC2)CC2CCN(CC2)CCCC(=O)N2CCC(CC2)C=2C=C1CN(C(C1=CC2)=O)C2C(NC(CC2)=O)=O 3-(5-(1-(4-(4-((4-(4-amino-3-(4-phenoxyphenyl)-1H-pyrazolo(3,4-d)pyrimidin-1-yl)piperidin-1-yl)methyl)piperidin-1-yl)butanoyl)piperidin-4-yl)-1-oxoisoindolin-2-yl)piperidine-2,6-dione